C(CCCC)[C@H]1[C@H](C1)CC1(CC1)[C@@H](C)CCCCCCCC(CCCCCCCCC)N (1S,2S)-2-{[(1R,2R)-2-pentylcyclopropyl-methyl]cyclopropyl}nonadecan-10-amine